lysinolate N[C@@H](CCCCN)C[O-]